BrC=1C=C(C(=NC1OC(C)C1=CC=CC=C1)C)N=CN(C)CC N'-[5-bromo-2-methyl-6-(1-phenylethoxy)-3-pyridyl]-N-ethyl-N-methylformamidine